FC1=CSC2=C1C(OC(=C2C2=C(C=C(C=C2)F)OC)C(=O)OCC)=O ethyl 3-fluoro-7-(4-fluoro-2-methoxy-phenyl)-4-oxo-thieno[3,2-c]pyran-6-carboxylate